diethyl (6-(chloromethyl)pyridin-3-ylmethyl)phosphonate ClCC1=CC=C(C=N1)CP(OCC)(OCC)=O